3-bromo-4-chloro-1H-pyrazolo[4,3-C]pyridine BrC1=NNC2=C1C(=NC=C2)Cl